O1CC(CC1)COC(C(CC)SC1=C(C=C(C(=C1)N1C(N(C(=C(C1=O)C)C(F)(F)F)C)=O)F)Cl)=O Tetrahydrofuran-3-ylmethyl-2-({2-chloro-4-fluoro-5-[3,5-dimethyl-2,6-dioxo-4-(trifluoromethyl)-3,6-dihydropyrimidine-1(2H)-yl]phenyl}sulfanyl)butanoate